2-cyclopropyl-4-isobutyl-6-(piperazin-1-yl)benzonitrile hydrochloride Cl.C1(CC1)C1=C(C#N)C(=CC(=C1)CC(C)C)N1CCNCC1